N-(4-Ethoxyphenyl)-1-methyl-2-oxo-quinoline-3-carboxamide C(C)OC1=CC=C(C=C1)NC(=O)C=1C(N(C2=CC=CC=C2C1)C)=O